1-heptyloctyl 4-[[4-(1-heptyloctoxy)-4-oxo-butyl]-(4-nitrophenyl)sulfonyl-amino]butanoate C(CCCCCC)C(CCCCCCC)OC(CCCN(CCCC(=O)OC(CCCCCCC)CCCCCCC)S(=O)(=O)C1=CC=C(C=C1)[N+](=O)[O-])=O